C(C1=CC=CC=C1)(=O)OOC1C2=C(C(NC1)C)C(=NN2C2=CC(=NC=C2)O)C(F)(F)F methyl-((1-(2-hydroxypyridin-4-yl)-3-(trifluoromethyl)-4,5,6,7-tetrahydro-1H-pyrazolo[4,3-c]pyridin-7-yl) oxy) benzoate